CC1=CC=CC(=N1)C1=NC=CC(=N1)NC1=NC(=NC=C1)NC1=CC=C(C=C1)N1C(CNCC1)CC(=O)OCC(C)C isobutyl 2-[1-[4-[[4-[[2-(6-methyl-2-pyridyl)pyrimidin-4-yl]amino]pyrimidin-2-yl]amino]phenyl]piperazin-2-yl]acetate